COC(CCCC(C=O)C)(C)C 6-Methoxy-2,6-Dimethylheptanal